9-bromo-7,12-dihydro-2,3-dihydroxy-indolo[3,2-d][1]benzazepin-6(5H)-one BrC=1C=C2C(=CC1)NC1=C2CC(NC2=C1C=C(C(=C2)O)O)=O